5-[[3-chloro-4-[3-(3,5-difluorophenyl)-2,7-dimethyl-5,7-dihydro-4H-pyrazolo[3,4-c]pyridine-6-carbonyl]-2-pyridinyl]oxymethyl]oxazolidin-2-one ClC=1C(=NC=CC1C(=O)N1C(C=2C(CC1)=C(N(N2)C)C2=CC(=CC(=C2)F)F)C)OCC2CNC(O2)=O